methyl-5H,6H-cyclopenta[b]pyridine-2-carboxylic acid CC=1C=C2C(=NC1C(=O)O)CCC2